4-((4-((3-bromo-2-hydroxy-4-((4-hydroxy-2-methoxy-6-methylbenzoyl)oxy)-5,6-dimethylbenzoyl)oxy)-3-fluoro-6-hydroxy-2,5-dimethyl-benzoyl)oxy)-2,3,5,6-tetramethylbenzoic acid BrC=1C(=C(C(=O)OC2=C(C(=C(C(=O)OC3=C(C(=C(C(=O)O)C(=C3C)C)C)C)C(=C2C)O)C)F)C(=C(C1OC(C1=C(C=C(C=C1C)O)OC)=O)C)C)O